tert-butyl (1R,2S)-1-hydroxy-2-((S)-5H-imidazo[5,1-a]isoindol-5-yl)-7-azaspiro[3.5]nonane-7-carboxylate O[C@@H]1[C@@H](CC12CCN(CC2)C(=O)OC(C)(C)C)[C@@H]2N1C(C3=CC=CC=C23)=CN=C1